[Re](=O)(=O)(=O)O.C(C)OCCC1=NC=CN1CC (2-ethoxyethyl)-3-ethylimidazole perrhenate